(4-vinylphenyl)morpholine C(=C)C1=CC=C(C=C1)N1CCOCC1